1-(2,3-dihydrobenzo[1,4]dioxin-2-ylmethyl)-3-methylpiperidine-3-carboxylic acid ethyl ester C(C)OC(=O)C1(CN(CCC1)CC1COC2=C(O1)C=CC=C2)C